tert-Butyl (S)-4-(2-(4-(3-(4-Cyano-3-(trifluoromethyl)phenyl)-5,5-dimethyl-4-oxo-2-thioxoimidazolidin-1-yl)-2-ethylphenoxy)ethyl)-2-methylpiperazine-1-carboxylate C(#N)C1=C(C=C(C=C1)N1C(N(C(C1=O)(C)C)C1=CC(=C(OCCN2C[C@@H](N(CC2)C(=O)OC(C)(C)C)C)C=C1)CC)=S)C(F)(F)F